5-(3-chloropyridin-4-yl)-1,3,4-oxadiazole-2-carboxylic acid methyl ester COC(=O)C=1OC(=NN1)C1=C(C=NC=C1)Cl